CC1=NOC(=N1)C=O 3-methyl-1,2,4-oxadiazole-5-carbaldehyde